N1C=C(CC2=CN=CC=C12)C(=O)O 1,4-Dihydro-1,6-naphthyridine-3-carboxylic acid